phenyldimethylthioxanthone C1(=CC=CC=C1)C=1C(=C(C=2C(C3=CC=CC=C3SC2C1)=O)C)C